F[C@H]1[C@H](C1)C(=O)NC=1SC2=C(C=C(C=3N2N=CN3)C=3C=NC(=CC3C)C(CCC)O)N1 (1R,2R)-2-fluoro-N-(5-(6-(1-hydroxybutyl)-4-methylpyridin-3-yl)thiazolo[4,5-e][1,2,4]triazolo[1,5-a]pyridin-2-yl)cyclopropane-1-carboxamide